C(CCCCCCCC)OC(CCCCCCCNCCCCO)=O 8-((4-hydroxybutyl)amino)octanoic acid nonyl ester